C1(CCCCC1)S(=O)(=O)CC(=O)C1=CC=C(C=C1)C1=NOC(=N1)C(F)(F)F 2-(cyclohexylsulfonyl)-1-(4-(5-(trifluoromethyl)-1,2,4-oxadiazol-3-yl)phenyl)ethan-1-one